C(C1=CC=CC=C1)N1CC(CC1)(C)C 1-benzyl-3,3-dimethylpyrrolidine